4-(5-chloro-2-(1H-tetrazol-1-yl)phenyl)-5-methoxypyridin-2(1H)-one ClC=1C=CC(=C(C1)C1=CC(NC=C1OC)=O)N1N=NN=C1